BrC1=C(C=NC(=C1)CC)C(O)C1=C(C=CC=C1)Cl (4-bromo-6-ethylpyridin-3-yl)(2-chlorophenyl)methanol